1-(5-(azetidin-3-ylmethyl)-5,6-dihydropyrrolo[3,4-c]pyrazol-2(4H)-yl)-N-(2-Chloro-4-(trifluoromethyl)phenyl)cyclobutane-1-carboxamide N1CC(C1)CN1CC2=NN(C=C2C1)C1(CCC1)C(=O)NC1=C(C=C(C=C1)C(F)(F)F)Cl